3-(5-(octahydroquinoxalin-1(2H)-yl)-1-oxoisoindolin-2-yl)piperidine-2,6-dione N1(CCNC2CCCCC12)C=1C=C2CN(C(C2=CC1)=O)C1C(NC(CC1)=O)=O